ClC1=NC2=CC(=CC=C2C(=C1)C1=C(C=CC=C1)Cl)O[C@@H](C(=O)N1C[C@H](CCC1)CC(=O)OCC)C ethyl 2-[(3R)-1-[(2R)-2-[[2-chloro-4-(2-chlorophenyl)-7-quinolyl]oxy]propanoyl]-3-piperidyl]acetate